C(C)(C)(C)OC(=O)N1CCC(CC1)C1=C(C=C(C(=C1)NC(C1=CN=C(C=C1C(F)(F)F)OCC[Si](C)(C)C)=O)N1C[C@@H](N([C@@H](C1)C)C)C)F 4-(2-fluoro-5-(4-(trifluoromethyl)-6-(2-(trimethylsilyl)ethoxy)nicotinamido)-4-((3S,5R)-3,4,5-trimethylpiperazin-1-yl)phenyl)piperidine-1-carboxylic acid tert-butyl ester